ClC1=CC2=C(S1)C1(CC(N(CC1)CC1=C(C=C(C=C1)OC)OC)C=1N=NN(C1)C)OCC2 2-chloro-1'-[(2,4-dimethoxyphenyl)methyl]-2'-(1-methyltriazol-4-yl)spiro[4,5-dihydrothieno[2,3-c]pyran-7,4'-piperidine]